C1(=C(C=CC=C1)C1=CC(OC(=C1)C(=O)NC=1SC(=NN1)SC)=O)C1=CC=CC=C1 4-([1,1'-biphenyl]-2-yl)-N-(5-(methylthio)-1,3,4-thiadiazol-2-yl)-2-oxo-2H-pyran-6-carboxamide